CC(O)(C1CC=C(CC1)C)C α,α,4-trimethyl-3-cyclohexen-1-methanol